ClC1=C(C=CC=C1F)C1=CC=CC2=C1NC(=NS2(=O)=O)NCC=2OC=C(N2)C 5-(2-chloro-3-fluorophenyl)-3-(((4-methyloxazol-2-yl)methyl)amino)-4H-benzo[e][1,2,4]thiadiazine 1,1-dioxide